N4-hexanoyl-2'-deoxycytidine C(CCCCC)(=O)NC1=NC(N([C@H]2C[C@H](O)[C@@H](CO)O2)C=C1)=O